FC=1C=C2C(=C(\C(\C2=C(C1)F)=C/C1=CC(=CC=C1)COC1=CC=CC=C1)C)CC(=O)O (E)-2-(5,7-difluoro-2-methyl-1-(3-(phenoxymethyl)benzylidene)-1H-inden-3-yl)acetic acid